C1(CC1)C1=NC=NC(=C1C1=NN2C(C(CCC2)NC2=CC=C(C=C2)C=2N(C=C(N2)C(F)(F)F)C(CF)C)=C1)OC 2-(4-cyclopropyl-6-methoxypyrimidin-5-yl)-N-(4-(1-(1-fluoropropan-2-yl)-4-(trifluoromethyl)-1H-imidazol-2-yl)phenyl)-4,5,6,7-tetrahydropyrazolo[1,5-a]pyridin-4-amine